FC1=CC2=C(C(=NO2)C2CCN(CC2)CCN)C=C1 2-(4-(6-fluorobenzo[d]isoxazol-3-yl)piperidin-1-yl)ethan-1-amine